(2S,5R)-Benzyl 5-(1-bromo-8-((2,4-dimethoxybenzyl)amino)imidazo[1,5-a]pyrazin-3-yl)-2-((isopropyl(2-methoxy-2-oxoethyl)amino)methyl)piperidine-1-carboxylate BrC=1N=C(N2C1C(=NC=C2)NCC2=C(C=C(C=C2)OC)OC)[C@@H]2CC[C@H](N(C2)C(=O)OCC2=CC=CC=C2)CN(CC(=O)OC)C(C)C